N1=CC=C(C=C1)C1=CC(=NN1)C(=O)N1CCC(CC1)C(=O)N1C[C@@H](CC1)O (3R)-1-{1-[5-(pyridin-4-yl)-1H-pyrazole-3-carbonyl]piperidine-4-carbonyl}pyrrolidin-3-ol